CC1=C(C=CC(=C1)C(=O)C)O 4-hydroxy-3-methylacetophenone